2-(2-(4-(vinylsulfonyl)phenoxy)ethoxy)ethyl 4-methylbenzenesulfonate CC1=CC=C(C=C1)S(=O)(=O)OCCOCCOC1=CC=C(C=C1)S(=O)(=O)C=C